FCCCN1CC(C1)NC=1C=NC(=CC1)[C@H]1N([C@@H](CC2=C1NC1=CC=C(C=C21)CC[Si](C)(C)C)C)CC(F)(F)F N-(1-(3-fluoropropyl)azetidin-3-yl)-6-((1S,3R)-3-methyl-2-(2,2,2-trifluoroethyl)-6-((trimethylsilyl)ethyl)-2,3,4,9-tetrahydro-1H-pyrido[3,4-b]indol-1-yl)pyridin-3-amine